CC(C#N)(C(C#N)(C)C)C 2,2,3,3-tetramethyl-butanedinitrile